t-butyl fluorocarbamate FNC(OC(C)(C)C)=O